FC=1C=C(C=CC1OC1=CC=NC2=CC(=CN=C12)OC)NC(=O)C=1C(=NC(=C(C1O)C1=CC=C(C=C1)F)C)CO N-[3-fluoro-4-[(7-methoxy-1,5-naphthyridin-4-yl)oxy]phenyl]-5-(4-fluorophenyl)-4-hydroxy-2-(hydroxymethyl)-6-methylpyridine-3-carboxamide